C(C1=CC=CC=C1)S(=O)(=O)OCCCCCOCCOC(C)=O.FC(OC1=C(C(=O)NS(=O)(=O)C2=NNC(=N2)C2=C(C=CC=C2)OC)C=CC=C1)F 2-(difluoromethoxy)-N-((5-(2-methoxyphenyl)-1H-1,2,4-triazol-3-yl)sulfonyl)benzamide (5-(toluenesulfonyloxy)pentyloxy)ethyl-acetate